C1(CC1)C=1N=C(C(=NC1C=1C2=C(C=NC1)N(C=N2)C)C(=O)N)NC=2C=NN(C2C)C2CCOCC2 5-cyclopropyl-6-(3-methylimidazo[4,5-c]pyridin-7-yl)-3-[(5-methyl-1-tetrahydropyran-4-yl-pyrazol-4-yl)amino]pyrazine-2-carboxamide